C(C1=CC=CC=C1)N(S(=O)(=O)C1=CC=C(C=C1)OC1=CC(=C(C(=C1)C)Cl)C)C=1C=CC(=C(C(=O)NS(=O)(=O)C2=CC(=C(C=C2)NCC2CCOCC2)[N+](=O)[O-])C1)O 5-(N-benzyl-4-(4-chloro-3,5-dimethylphenoxy)phenyl-sulfonamido)-2-hydroxy-N-((3-nitro-4-(((tetrahydro-2H-pyran-4-yl)methyl)amino)phenyl)sulfonyl)benzamide